4-(4-bromophenyl)-3-fluoro-1-(2-fluoro-5-methoxy-4-nitro-phenyl)piperidine BrC1=CC=C(C=C1)C1C(CN(CC1)C1=C(C=C(C(=C1)OC)[N+](=O)[O-])F)F